4-((4-((3-bromo-2-hydroxy-4-((4-hydroxy-2-methoxy-6-methylbenzoyl)oxy)-5,6-dimethylbenzoyl)oxy)-2,3,6-trimethylbenzoyl)oxy)-6-methoxy-2,3-dimethyl-benzoic acid BrC=1C(=C(C(=O)OC2=C(C(=C(C(=O)OC3=C(C(=C(C(=O)O)C(=C3)OC)C)C)C(=C2)C)C)C)C(=C(C1OC(C1=C(C=C(C=C1C)O)OC)=O)C)C)O